(2S,4R)-6-chloro-4-hydroxy-N-(3-{3-[6-(trifluoromethyl)pyridin-3-yl]-1H-pyrrol-1-yl}bicyclo[1.1.1]pentan-1-yl)-3,4-dihydro-2H-1-benzopyran-2-carboxamide ClC=1C=CC2=C([C@@H](C[C@H](O2)C(=O)NC23CC(C2)(C3)N3C=C(C=C3)C=3C=NC(=CC3)C(F)(F)F)O)C1